N1(CCC1)C1=CC2=C(C=C(O2)C(=O)NS(=O)(=O)C2=C(C=CC(=C2)C)OCC)C(=C1)F 6-(Azetidin-1-yl)-N-(2-ethoxy-5-methylbenzene-1-sulfonyl)-4-fluoro-1-benzofuran-2-carboxamide